FC(C(=O)O)(F)F.FC(C(=O)O)(F)F.NC1CN(C1)C1=NC(=NC2=C1OC[C@H](N2)CC)N (R)-4-(3-Aminoazetidin-1-yl)-7-ethyl-7,8-dihydro-6H-pyrimido[5,4-b][1,4]oxazin-2-amine ditrifluoroacetic acid salt